3-[4-[(2S,6R)-2,6-dimethyl-4-piperidyl]anilino]piperidine-2,6-dione hydrochloride Cl.C[C@@H]1N[C@@H](CC(C1)C1=CC=C(NC2C(NC(CC2)=O)=O)C=C1)C